(8-(methylamino)-5-(5-(trifluoromethyl)-4,5,6,7-tetrahydrobenzo[d]oxazol-2-yl)-2,7-naphthyridin-3-yl)cyclopropanecarboxamide CNC=1N=CC(=C2C=C(N=CC12)C1(CC1)C(=O)N)C=1OC2=C(N1)CC(CC2)C(F)(F)F